ClC1=C2C=C(C=NC2=NC(=C1)OS(=O)(=O)C(F)(F)F)N1CCN(CC1)C(=O)OC(C)(C)C tert-butyl 4-[5-chloro-7-(trifluoromethanesulfonyloxy)-1,8-naphthyridin-3-yl]piperazine-1-carboxylate